S1C(=CC=2COCCC21)C=O 6,7-dihydro-4H-thieno[3,2-c]pyran-2-carbaldehyde